5-(1-benzyl-1H-pyrazol-4-yl)-1-methyl-4-(1-methyl-1H-pyrazol-4-yl)pyridin-2(1H)-one C(C1=CC=CC=C1)N1N=CC(=C1)C=1C(=CC(N(C1)C)=O)C=1C=NN(C1)C